ClC1=CC=C2NC=3CC(CC(C3C(C2=C1)=O)=O)C=1SC=CN1 7-chloro-3-(thiazol-2-yl)-3,4-dihydroacridine-1,9(2H,10H)-dione